formiminophenol oxygen [O].C(=N)C1=C(C=CC=C1)O